BrC=1C=CC=2N(C3=CC=C(C=C3OC2C1)Br)CCCN1CC=2N(CC1)C=NN2 3,7-dibromo-10-(3-(5,6-dihydro-[1,2,4]triazolo[4,3-a]pyrazin-7(8H)-yl)propyl)-10H-phenoxazine